CN(C(CCCCCCCCC)CCCCCCCCCC=CCC=CCCCCC)C N,N-dimethylnonacosa-20,23-dien-10-amine